ClC=1C=C(C=C(C1OC1=CC2=C(N=C3OCCCN32)C=C1)Cl)N1C(=NOC1=O)C(=O)N (3,5-dichloro-4-((3,4-dihydro-2H-benzo[4,5]imidazo[2,1-b][1,3]oxazin-7-yl)oxy)phenyl)-5-oxo-4,5-dihydro-1,2,4-oxadiazole-3-carboxamide